ClC1=NC=C(C(=C1)OC(CF)C)C=1C=NN(C1)C 2-chloro-4-((1-fluoropropane-2-yl)oxy)-5-(1-methyl-1H-pyrazol-4-yl)pyridine